C1(CC1)OC=1C=C(C=CC1)C1=CC(=NN1C=1C=CC=C2C=NNC12)COC(C(=O)O)(C)C 2-([5-(3-Cyclopropoxyphenyl)-1-(1H-indazol-7-yl)-1H-pyrazol-3-yl]methoxy)-2-methylpropionic acid